O1C[C@H](CC1)OS(=O)(=O)C1=CC=C(C=C1)C 4-methylbenzene-1-sulfonic acid (3S)-tetrahydrofurane-3-yl ester